C(CCCCCCCCCCCCCCC)C(C(=O)OCCCCCCCCCCCCCCCCCC)CCCCCCCCCC\C=C/CCCCCCCC stearyl alcohol cetyl-erucate